C(C)(C)(C)OC(=O)C1(CC1)OC1=C(C=CC(=C1)C)C1CC2(C1)CCC2.NC2=NC=NN2 5-amino-1,2,4-triazole tert-butyl-1-(5-methyl-2-(spiro[3.3]heptan-2-yl)phenoxy)cyclopropane-1-carboxylate